C(C)OC(C(\C=C\C1=C(C=CC=C1)OC)=O)=O (E)-4-(2-methoxyphenyl)-2-oxobut-3-enoic acid ethyl ester